C(C(=O)O)(=O)O.C(CCCC)OC1(C(C(=O)O)C=C(C(=C1)Cl)Cl)Cl.C(CCCC)OC1(C(C(=O)O)C=C(C(=C1)Cl)Cl)Cl bis(n-amyl 2,4,5-trichlorosalicylate) oxalate